ClC=1C=C(C=CC1Cl)C1=C(C2=C(CCC1)C=C(C=C2)O)C2=CC=C(C=C2)O[C@@H]2CN(CC2)CCCF 6-(3,4-dichloro-phenyl)-5-[4-[(3S)-1-(3-fluoropropyl)pyrrolidin-3-yl]oxyphenyl]-8,9-dihydro-7H-benzo[7]annulen-2-ol